ClC1=C(OC2=C3C(=NN(C3=C(C=C2NC(C2=CC(=CC(=C2)C(F)(F)F)F)=O)C2=C(C=CC=C2)CO)C2OCCCC2)N2C(C3=CC=CC=C3C2=O)=O)C=C(C=C1)F N-(4-(2-chloro-5-fluorophenoxy)-3-(1,3-dioxoisoindolin-2-yl)-7-(2-(hydroxymethyl)phenyl)-1-(tetrahydro-2H-pyran-2-yl)-1H-indazol-5-yl)-3-fluoro-5-(trifluoromethyl)benzamide